(4aS,5aR)-3-(6-bromo-5-(2-methoxyethoxy)-3H-imidazo[4,5-b]pyridin-2-yl)-5a-methyl-1-((2-(trimethylsilyl)ethoxy)methyl)-1,4,4a,5,5a,6-hexahydrocyclopropa[f]indazole BrC=1C=C2C(=NC1OCCOC)NC(=N2)C2=NN(C=1C[C@@]3([C@H](CC21)C3)C)COCC[Si](C)(C)C